C(CCCCCCCC)(=O)C(OP(OC[C@@H](CO)OO)(=O)[O-])C[N+](C)(C)C nonanoyl-2-hydroxysn-glycero-3-phosphocholine